FC=1C2=C(C(=NC1C)C#N)CC(C2)CNCCC2CN(C(O2)=O)C2=NC1=C(OCC(N1)=O)N=C2 4-fluoro-3-methyl-6-[[2-[2-oxo-3-(3-oxo-4H-pyrazino[2,3-b][1,4]oxazin-6-yl)-1,3-oxazolidin-5-yl]ethylamino]methyl]-6,7-dihydro-5H-cyclopenta[c]pyridine-1-carbonitrile